ClC=1C=C(C=NC1)C1=CC=C(C=C1)NC(C(OC(C)C)C=1N=C(SC1)NS(=O)(=O)C1CC1)=O N-(4-(5-chloropyridin-3-yl)phenyl)-2-(2-(cyclopropanesulfonylamino)thiazol-4-yl)-2-isopropoxyacetamide